5-methyl-1-(4-((4'-(((3ar,6ar)-1-methylhexahydropyrrolo[3,4-b]pyrrol-5(1H)-yl)methyl)-[1,1'-biphenyl]-4-yl)methyl)phenyl)-1H-1,2,4-triazole-3-carboxamide CC1=NC(=NN1C1=CC=C(C=C1)CC1=CC=C(C=C1)C1=CC=C(C=C1)CN1C[C@@H]2N(CC[C@@H]2C1)C)C(=O)N